CC=1C=C(C=CC1NC(C1=C(C=CC=C1)C)=O)S(=O)(=O)N[C@H](C)C1CCN(CC1)C(=O)OC(C)(C)C (R)-tert-butyl 4-(1-(3-methyl-4-(2-methylbenzamido)phenylsulfonamido)ethyl)piperidine-1-carboxylate